diglycolic acid dimethyl ester COC(COCC(=O)OC)=O